C(C)C=1C(=CC=C2C=C(C=C(C12)C1=C(C=C2C(=NC(=NC2=C1F)OC[C@]12CCCN2C[C@@H](C1)F)N1C[C@H]2C[C@H]([C@@H](C1)C2)O)F)O)F (1R,5R,6R)-3-((R)-7-(8-ethyl-7-fluoro-3-hydroxynaphthalen-1-yl)-6,8-difluoro-2-(((2R,7aS)-2-fluorohexahydro-1H-pyrrolizin-7a-yl)methoxy)quinazolin-4-yl)-3-azabicyclo[3.2.1]octan-6-ol